FC(C1=NN=C(O1)C=1C=CC(=NC1)CN1C(N(C2=CC=C(C=C2C1=O)C=1C=NC=CC1)C)=O)F 3-((5-(5-(difluoromethyl)-1,3,4-oxadiazole-2-yl)pyridine-2-yl)methyl)-1-methyl-6-(pyridine-3-yl)quinazoline-2,4(1H,3H)-dione